2-[[5-(3-Chlorophenyl)-2-furanyl]methylene]-5-methyl-3(2H)-benzofuranone ClC=1C=C(C=CC1)C1=CC=C(O1)C=C1OC2=C(C1=O)C=C(C=C2)C